ClCCCN1C[C@H]([C@H](CC1)N(C1=NN2C(C=NC(=C2OC(C)C)C=2C=NNC2)=N1)C)C N-((3R,4S)-1-(3-chloropropyl)-3-methylpiperidin-4-yl)-5-isopropoxy-N-methyl-6-(1H-pyrazol-4-yl)-[1,2,4]triazolo[1,5-a]pyrazin-2-amine